C(C1=CC=CC=C1)OC(=O)N[C@@H](C(=O)OCC1=CC=CC=C1)CNC(C1=CC(=CC(=C1)C(CC)CC)F)=O benzyl (R)-2-(((benzyloxy)carbonyl)amino)-3-(3-fluoro-5-(pentan-3-yl)benzamido)propanoate